1-(4-(cyanomethyl)piperidin-4-yl)-3-(cyclopropanecarboxamido)-1H-pyrazole-4-carboxamide hydrochloride salt Cl.C(#N)CC1(CCNCC1)N1N=C(C(=C1)C(=O)N)NC(=O)C1CC1